benzyl (1R,5S)-1-[(methylsulfanyl)methyl]-3,8-diazabicyclo[3.2.1]octane-3-carboxylate CSC[C@]12CN(C[C@H](CC1)N2)C(=O)OCC2=CC=CC=C2